(E)-((1,1,1,2,2,3,5,6,7,7,7-Undecafluoro-4,6-bis(trifluoromethyl)hept-4-en-3-yl)oxy)benzene FC(C(C(/C(=C(/C(C(F)(F)F)(C(F)(F)F)F)\F)/C(F)(F)F)(F)OC1=CC=CC=C1)(F)F)(F)F